COC(C1=CC=C(C=C1)C(=O)C=1NC=2C=CC3=C(C2C1)C=CC=C3)=O 4-(3H-Benzo[e]-indole-2-carbonyl)-benzoic acid methyl ester